CON(C(=O)C1=CSC=2CN(CCC21)C(=O)OC(C)(C)C)C tert-butyl 3-(methoxy(methyl)carbamoyl)-4,7-dihydrothieno[2,3-c]pyridine-6(5H)-carboxylate